CN1CCC(CC1)C(=O)NC=1N=CC2=CC=C(C=C2C1)C=1SC(=NN1)C 1-methyl-N-(6-(5-methyl-1,3,4-thiadiazol-2-yl)isoquinolin-3-yl)piperidine-4-carboxamide